4a-(3,4-difluorophenyl)octahydro-2H-benzo[b][1,4]oxazine hydrochloride Cl.FC=1C=C(C=CC1F)C12C(OCCN1)CCCC2